3-(4-((7-((adamantan-1-yl)amino)heptyl)thio)-7-fluoro-1-oxoisoindolin-2-yl)piperidine-2,6-dione C12(CC3CC(CC(C1)C3)C2)NCCCCCCCSC2=C3CN(C(C3=C(C=C2)F)=O)C2C(NC(CC2)=O)=O